ClCCN(CCCl)C1=CC=C(C=C1)O p-[N,N-bis(2-chloroethyl)amino]Phenol